N=1SC(=C2C1C=CC=C2)C(C)=O 1-(2,1-benzothiazol-3-yl)ethan-1-one